3-(3,5-dihydroxyphenyl)-6-hydroxy-4-benzofurancarboxylic acid methyl ester COC(=O)C=1C=C(C=C2C1C(=CO2)C2=CC(=CC(=C2)O)O)O